CN[C@@H](CC1=CC=CC=C1)CO N-Methyl-Phenylalaninol